BrC1=CN=C(C=2N1C=CN2)NC2=CC=C(C=C2)N2CCN(CC2)C(=O)OC(C)(C)C tert-butyl 4-(4-((5-bromoimidazo[1,2-a]pyrazin-8-yl)amino)phenyl)piperazine-1-carboxylate